CC(C)(C)[S@@](=O)N=C(CC(C)C)C (R)-2-methyl-N-[(2E)-1,3-dimethylbutanylidene]-2-propanesulfinamide